3-cyclopropyl-5-(difluoromethyl)picolinic acid C1(CC1)C=1C(=NC=C(C1)C(F)F)C(=O)O